ClC1=C2C(CC(NC2=CC=N1)=O)(C)O 5-chloro-4-hydroxy-4-methyl-1,3-dihydro-1,6-naphthyridin-2-one